C(C1=CC=CC=C1)C=1C(=C(C=C(C1)CCCCC)CC(C)=O)O (3-benzyl-2-hydroxy-5-pentylphenyl)propan-2-one